2-((3S,4R)-3-fluoro-4-((2-iodo-3-(2,2,2-trifluoroethyl)benzo[b]thiophen-7-yl)amino)piperidin-1-yl)-N,N-dimethylacetamide F[C@H]1CN(CC[C@H]1NC1=CC=CC2=C1SC(=C2CC(F)(F)F)I)CC(=O)N(C)C